N-(tert-butyl)-4-chloro-6-iodo-2,3-dihydrobenzofuran-5-carboxamide C(C)(C)(C)NC(=O)C=1C(=CC2=C(CCO2)C1Cl)I